CC12C3C(NC(C3C(C=C1C(=O)O)(O2)C)=O)=O.C=C2CCN(CC2)C(=O)C2CCOCC2 (4-methylenepiperidine-1-Yl)(tetrahydro-2H-pyran-4-yl)methanone 4,7-dimethyl-1,3-dioxo-2,3,3a,4,7,7a-hexahydro-1H-4,7-epoxyisoindole-5-carboxylate